CC=1N=C2N(N=C(C=C2C)C=2N=C3N(C(C2)=O)N=C(S3)C3CNCC3)C1 7-(2,8-dimethylimidazo[1,2-b]pyridazin-6-yl)-2-pyrrolidin-3-yl-[1,3,4]thiadiazolo[3,2-a]pyrimidin-5-one